4-hydroxy-6-methyl-5-(1,3-thiazol-5-yl)pyridine-3-carboxamide tert-butyl-(2-(2-(2-(4-(4-(cyanomethyl)phenyl)thieno[2,3-d]pyridazin-7-yl)-5-fluorophenoxy)ethoxy)ethyl)carbamate C(C)(C)(C)N(C(O)=O)CCOCCOC1=C(C=CC(=C1)F)C=1N=NC(=C2C1SC=C2)C2=CC=C(C=C2)CC#N.OC2=C(C=NC(=C2C2=CN=CS2)C)C(=O)N